ClC1=C(N=C(C(=N1)C(=O)OC)NC1=CC=C(C=C1)CN1CCN(CC1)C)C(F)F Methyl 6-chloro-5-(difluoromethyl)-3-[4-[(4-methylpiperazin-1-yl)methyl]anilino]pyrazine-2-carboxylate